2,2-difluoroethyl N-[1-[6-(2,4-dioxo-1H-pyrimidin-5-yl)imidazo[1,2-b]pyridazin-8-yl]-4,4-difluoro-pyrrolidin-3-yl]carbamate O=C1NC=C(C(N1)=O)C=1C=C(C=2N(N1)C=CN2)N2CC(C(C2)(F)F)NC(OCC(F)F)=O